2-bromo-3-(4-bromo-3-fluorophenyl)-3-carbonylpropionic acid ethyl ester C(C)OC(C(C(=C=O)C1=CC(=C(C=C1)Br)F)Br)=O